(2R*)-2-[(tert-butoxycarbonyl)amino]-3-{4-[2-(dihydroxyboranyl)ethyl]-2-fluorophenyl}propanoic acid C(C)(C)(C)OC(=O)N[C@@H](C(=O)O)CC1=C(C=C(C=C1)CCB(O)O)F |o1:8|